Lutetium(III) Oxide [O-2].[Lu+3].[O-2].[O-2].[Lu+3]